6-bromo-N-phenylpyrene-1-amine BrC1=C2C=CC3=CC=C(C4=CC=C(C=C1)C2=C43)NC4=CC=CC=C4